C(C)(=O)NCCN N-acetylethylenediamine